NCCN1CCN(CC1)CCOC1=CC=C2C(=CC=NC2=C1)NC1=CN=NC(=C1)C1=C(C=CC(=C1)Cl)F 7-{2-[4-(2-Aminoethyl)Piperazin-1-yl]Ethoxy}-N-[6-(5-Chloro-2-Fluorophenyl)Pyridazin-4-yl]Quinolin-4-Amin